C(C)(=O)[O-].[Pt+4].C(C)(=O)[O-].C(C)(=O)[O-].C(C)(=O)[O-] platinum(IV) acetate